CC=1C=2N(C=C(N1)C)N=C(C2)C=2N=C1N(C(C2)=O)C=C(C=C1)C=1CCNCC1 2-(4,6-dimethylpyrazolo[1,5-a]pyrazin-2-yl)-7-(1,2,3,6-tetrahydropyridin-4-yl)-4H-pyrido[1,2-a]pyrimidin-4-one